SCCC[Si](OC)(OC)C (3-mercaptopropyl)-methyl-dimethoxysilane